2-methyl-6-cyclohexylaminofluoran CC1CC(CCC1)NF